5-(1-(3,5-dichloropyridin-4-yl)ethoxy)-3-(5-((1-methyl-1H-pyrazol-3-yl)sulfonyl)-1,4,5,6-tetrahydropyrrolo[3,4-d]imidazol-2-yl)-1H-indazole ClC=1C=NC=C(C1C(C)OC=1C=C2C(=NNC2=CC1)C1=NC2=C(N1)CN(C2)S(=O)(=O)C2=NN(C=C2)C)Cl